Cl.CN(CCCl)CCCl methyldi(chloroethyl)amine hydrochloride